NC=1N=CN(C(C1C(=O)OC)=O)C1=C(C=C(C=C1C)Br)C methyl 4-amino-1-(4-bromo-2,6-dimethylphenyl)-6-oxo-1,6-dihydropyrimidine-5-carboxylate